CN(CCCNC(CCCCCCCCCCCCCCCCC)=O)C N-(3-dimethylaminopropyl)-stearamide